6-Azaspiro[3.4]octan-2-yl (7-fluoro-6-(8-methyl-2,3-dihydro-1H-pyrido[2,3-b][1,4]oxazin-7-yl)isoquinolin-3-yl)carbamate FC1=C(C=C2C=C(N=CC2=C1)NC(OC1CC2(C1)CNCC2)=O)C2=C(C1=C(OCCN1)N=C2)C